N'-(4-fluoro-5-methyl-[1,1'-biphenyl]-3-carbonyl)benzenesulfonohydrazide FC1=C(C=C(C=C1C)C1=CC=CC=C1)C(=O)NNS(=O)(=O)C1=CC=CC=C1